2-{1-[3-(2-hydroxyphenyl)cinnolin-6-yl]-1,2,3-triazol-4-yl}-3-methylbutanoic acid OC1=C(C=CC=C1)C=1N=NC2=CC=C(C=C2C1)N1N=NC(=C1)C(C(=O)O)C(C)C